N1=CC=CC2=CC(=NC=C12)C(=O)N [1,7]naphthyridine-6-carboxamide